CON1CCC2(C=CC(N2)=O)CC1 8-methoxy-1,8-diazaspiro[4.5]dec-3-en-2-one